CC1C(OCC1)=O 3-methyl-2-oxolanone